(S)-2'-(1H-1,3-benzodiazol-2-yl)-6'-chloro-4-{[1-(3-chlorophenyl)butyl]carbamoyl}-[1,1'-biphenyl]-2-carboxylic acid N1C(=NC2=C1C=CC=C2)C2=C(C(=CC=C2)Cl)C=2C(=CC(=CC2)C(N[C@@H](CCC)C2=CC(=CC=C2)Cl)=O)C(=O)O